BrC=1C(=NC(=CC1)NC(=O)OC(C)(C)C)C(=O)[O-] 3-bromo-6-((tert-butoxycarbonyl)amino)picolinate